O[C@H]1CN(CC1)C(=O)[C@@H]1CCCC=2N1C(N(N2)CC2=CC=C(C=C2)C)=O (5S)-5-{[(3R)-3-Hydroxypyrrolidin-1-yl]carbonyl}-2-(4-methylbenzyl)-5,6,7,8-tetrahydro[1,2,4]triazolo[4,3-a]pyridin-3(2H)-one